guanineselon N1C(N=[Se])=NC=2N=CNC2C1=O